ClC1=NN2C(C(=N1)N)=CC=C2C 2-chloro-7-methylpyrrolo[2,1-f][1,2,4]triazin-4-amine